FC1(CN(CC[C@H]1NC1=NN2C(C(=N1)NC)=C(C=C2)C2=CC=C1C(=N2)N(C=N1)CC(F)F)C1COC1)F (R)-N2-(3,3-Difluoro-1-(oxetan-3-yl)piperidin-4-yl)-5-(3-(2,2-difluoroethyl)-3H-imidazo[4,5-b]pyridin-5-yl)-N4-methylpyrrolo[2,1-f][1,2,4]triazine-2,4-diamine